N,N-bis(2-ethoxyethyl)-N,N-dimethylammonium methyl-carbonate COC([O-])=O.C(C)OCC[N+](C)(C)CCOCC